C(CCCCC(C)C)N(C(C)=O)CCCCCC(C)C N,N-diisooctylacetamide